C(CC)C=1C=C(C=CC1)N1N=CC(=C1)C1=CC=C(C=C1)NS(=O)(=O)C N-(4-(1-(3-propylphenyl)-1H-pyrazol-4-yl)phenyl)methanesulfonamide